BrC1=CC(=C(C=C1)C[C@H]1NC(=NOC1)C1=CC=2N(N=C1OC1=CC(=CC=C1)C1CC1)C=CC2)Cl |r| (5RS)-5-[(4-bromo-2-chloro-phenyl)methyl]-3-[2-(3-cyclopropylphenoxy)pyrrolo[1,2-b]pyridazin-3-yl]-5,6-dihydro-4H-1,2,4-oxadiazine